aminophenyldiselenide NC1=C(C=CC=C1)[Se-]=[Se]